[Na+].C(C1=CC=CC=C1)(=O)[O-].[K+].C(C1=CC=CC=C1)(=O)[O-] potassium benzoate sodium